2-(1-(2-(pyridin-4-yl)acetyl)pyrrolidine-2-carboxamido)-9-(5,6,7,8-tetrahydro-1,8-naphthyridin-2-yl)nonanoic acid N1=CC=C(C=C1)CC(=O)N1C(CCC1)C(=O)NC(C(=O)O)CCCCCCCC1=NC=2NCCCC2C=C1